5-(5-((3,6-difluoro-4-oxo-4,5-dihydropyrazolo[1,5-a]quinoxalin-7-yl)methyl)-5,6-dihydropyrrolo[3,4-c]pyrazol-2(4H)-yl)-6-fluoro-N-methylpicolinamide FC=1C=NN2C1C(NC1=C(C(=CC=C21)CN2CC1=NN(C=C1C2)C=2C=CC(=NC2F)C(=O)NC)F)=O